3,4,5,6,7,8-hexahydronaphthalen-2-one C1C(CCC=2CCCCC12)=O